BrC=1C=C(C(=NC1)NC(C=1NC(=C(N1)S(=O)(=O)C)C)C1=CC(=C(C=C1)F)Cl)F 5-bromo-N-[(3-chloro-4-fluorophenyl)-(5-methyl-4-methylsulfonyl-1H-imidazol-2-yl)methyl]-3-fluoropyridin-2-amine